BrC1=C(C=C(C=C1)C(C(=O)O)C(F)F)F 4-bromo-β,β,3-trifluoro-phenylpropionic acid